C(#N)C=1C=C(C=C(C1)C)N1N=CC(=C1)C(C(=O)NC1=NNC(=C1)C1CC1)C 2-(1-(3-cyano-5-methylphenyl)-1H-pyrazol-4-yl)-N-(5-cyclopropyl-1H-pyrazol-3-yl)propanamide